(6-(Methyl(7H-pyrrolo[2,3-d]pyrimidin-4-yl)amino)-2-azaspiro[3.3]heptan-2-yl)(1-methyl-1H-pyrazol-3-yl)methanon CN(C1CC2(CN(C2)C(=O)C2=NN(C=C2)C)C1)C=1C2=C(N=CN1)NC=C2